ClC=1C=C(C=CC1C)N(C(=O)N(C)CC=1SC=C2C1CN(C2=O)C2C(NC(CC2)=O)=O)C 1-(3-chloro-4-methylphenyl)-3-((5-(2,6-dioxopiperidin-3-yl)-4-oxo-5,6-dihydro-4H-thieno[3,4-c]pyrrol-1-yl)methyl)-1,3-dimethylurea